6-(3-((6-phenethoxypyridin-3-yl)carbamoyl)phenyl)picolinic acid C(CC1=CC=CC=C1)OC1=CC=C(C=N1)NC(=O)C=1C=C(C=CC1)C1=CC=CC(=N1)C(=O)O